OC1=NOC2=C(C=C1)C=CC(=C2O)CN2CCNCC2 3,9-dihydroxy-8-(piperazin-1-ylmethyl)benzo[5,6]oxazepin